acryloyloxybutyl-dimethyl-ethyl-ammonium ethyl-sulfate C(C)OS(=O)(=O)[O-].C(C=C)(=O)OCCCC[N+](CC)(C)C